[Na].C(CCCCCCCCCCC)N(C1=NC(=NC(=N1)S)S)CCCCCCCCCCCC 6-dilaurylamino-1,3,5-triazine-2,4-dithiol monosodium salt